FC1=CC=C(CNC(CC2=CC=CC=C2)=O)C=C1 N-(4-fluorobenzyl)-2-phenylacetamide